(tert-butyl 1-(4-amino-5-(quinolin-3-yl) pyrrolo[2,1-f][1,2,4]triazin-7-yl) but-3-en-2-yl) carbamate C(N)(OC(CC1=CC(=C2C(=NC=NN21)N)C=2C=NC1=CC=CC=C1C2)C=CC(C)(C)C)=O